5-fluorobenzo[d]oxazol-2-yl-methanol FC=1C=CC2=C(N=C(O2)CO)C1